C(C)(C)(C)OC(=O)C1=NC(=CC=C1C=C)C1=C(C(=CC=C1C(F)F)Cl)F 6-(3-chloro-6-(difluoromethyl)-2-fluorophenyl)-3-vinylpyridine-2-carboxylic acid tert-butyl ester